FC1=C(C=C(C=C1)I)F 1,2-difluoro-4-iodobenzene